5-((4-Methoxypiperidin-1-yl)methyl)-1H-pyrrolo[2,3-b]pyridine COC1CCN(CC1)CC=1C=C2C(=NC1)NC=C2